FC(F)(F)C1=CC=CC2=CC=CC=C12 (trifluoromethyl)naphthalen